C(CCCCCCCCCCC)(=O)ON(C(CCO)C(NCCCC(CO)NC(C[C@@H](CCCCCCCCCCC)O)=O)=O)C(CCCCCCCCCCCCC)=O 3-[(R)-dodecanoyloxy-tetradecanoylamino]-4-oxo-5-aza-9-[(R)-3-hydroxytetradecanoylamino]decane-1,10-diol